D-7-amino-4-methylcoumarin NC1=CC=C2C(=CC(OC2=C1)=O)C